(R)-2-(1-phenyl-1H-pyrazol-4-yl)-N-propyl-N-(pyrrolidin-3-yl)thiazole-4-carboxamide hydrochloride Cl.C1(=CC=CC=C1)N1N=CC(=C1)C=1SC=C(N1)C(=O)N([C@H]1CNCC1)CCC